COC1=C(C=CC=C1)C(C)N1CCC(CC1)N(S(=O)(=O)C)CC(=O)NCC(NCC#C)=O 2-(N-(1-(1-(2-methoxyphenyl)ethyl)piperidin-4-yl)methylsulfonamido)-N-(2-oxo-2-(prop-2-yn-1-ylamino)ethyl)acetamide